6-((5,8-difluoro-3-(methyl-d3)-1,4-dioxo-1,4-dihydronaphthalen-2-yl)methyl)-3-(trifluoromethyl)picolinic acid FC1=C2C(C(=C(C(C2=C(C=C1)F)=O)CC1=CC=C(C(=N1)C(=O)O)C(F)(F)F)C([2H])([2H])[2H])=O